(1-((4-((2-(trifluoromethyl)pyrimidin-4-yl)oxy)piperidin-1-yl)methyl)cyclopropyl)methanol FC(C1=NC=CC(=N1)OC1CCN(CC1)CC1(CC1)CO)(F)F